tert-butyl 2-((1-(2-cyano-7-methyl-3-(piperidin-1-yl)quinoxalin-5-yl)ethyl)amino)benzoate C(#N)C1=NC2=CC(=CC(=C2N=C1N1CCCCC1)C(C)NC1=C(C(=O)OC(C)(C)C)C=CC=C1)C